FC1=NNC2=CC=C(C=C12)C(C=1C=CC(=NC1)N1CCC2(CC(C2)=O)CC1)=CC1CC(OC(C1)(C)C)(C)C 7-(5-((3-fluoro-1H-indazol-5-yl)(2,2,6,6-tetramethyltetrahydro-4H-pyran-4-ylmethylene)methyl)pyridin-2-yl)-7-azaspiro[3.5]nonan-2-one